C(C)(C)(C)OC(=O)N1C[C@H](C[C@H](C1)CO)CC1=CN(C2=CC=CC=C12)C(=O)OC(C)(C)C tert-butyl 3-{[(3R,5R)-1-(tert-butoxycarbonyl)-5-(hydroxymethyl)piperidin-3-yl] methyl}indole-1-carboxylate